COC1=CC=C(C=C1)C=1C(=CC2=CC=CC=C2C1)C(=O)OCC ethyl 3-(4-methoxyphenyl)-2-naphthoate